tert-butyl-4-fluoro-4-formylpiperidine C(C)(C)(C)N1CCC(CC1)(C=O)F